BrC=1C=CC(=C(C1)C1=NN2C(=NC=3C=CC=CC3C2=N1)NC=1C(N=CC=CC1)=O)OC(F)(F)F (3R)-3-({2-[5-bromo-2-(trifluoromethoxy)phenyl][1,2,4]triazolo[1,5-c]quinazolin-5-yl}amino)azepin-2-one